C(C)(C)(C)OC(=O)N1CCN(CC1)CCN1C(=C(C2=CC=C(C(=C12)C=1C(=NN(C1C)C)C)F)CCCOC1=CC=CC2=CC=CC=C12)C(=O)OC(C)(C)C tert-butyl 1-(2-(4-(tert-butoxycarbonyl)piperazin-1-yl)ethyl)-6-fluoro-3-(3-(naphthalen-1-yloxy)propyl)-7-(1,3,5-trimethyl-1H-pyrazol-4-yl)-1H-indole-2-carboxylate